C(C)N(C=NC1=C(C=C(C(=C1)C)C1(COC1)OCCC(C)C)C)C N-ethyl-N'-(4-(3-(isopentyloxy)oxetan-3-yl)-2,5-dimethylphenyl)-N-methylformimidamide